(1s,4s)-4-((5-([1,2,4]triazolo[1,5-a]pyridin-7-yl)-4-methoxy-7H-pyrrolo[2,3-d]pyrimidin-2-yl)amino)-N,N-dimethylcyclohexane-1-carboxamide N=1C=NN2C1C=C(C=C2)C2=CNC=1N=C(N=C(C12)OC)NC1CCC(CC1)C(=O)N(C)C